6-hydroxyterephthalic acid OC1=CC(=CC=C1C(=O)O)C(=O)O